6-(4-Azaspiro[2.5]octan-7-yl)-2-(2,8-dimethylimidazo[1,2-b]pyridazin-6-yl)-3H-thieno[2,3-d]pyrimidin-4-on C1CC12NCCC(C2)C2=CC1=C(N=C(NC1=O)C=1C=C(C=3N(N1)C=C(N3)C)C)S2